5-(2-ethoxy-3-pyridinyl)-N-(1H-imidazol-4-ylmethyl)-1-isopropyl-3-methyl-pyrazolo[4,3-b]pyridin-7-amine C(C)OC1=NC=CC=C1C1=CC(=C2C(=N1)C(=NN2C(C)C)C)NCC=2N=CNC2